C(C1=CC=CC=C1)OC1=C(C=C(C=C1)O)C=1C=NC=C(C#N)C1 5-(2-(benzyloxy)-5-hydroxyphenyl)nicotinonitrile